COC1=C(C=C(C=N1)CCNC(=O)N1CCN(CC1)C1=NC=C(C=N1)C(F)(F)F)C(F)(F)F N-(2-(6-methoxy-5-(trifluoromethyl)pyridin-3-yl)ethyl)-4-(5-(trifluoromethyl)pyrimidin-2-yl)piperazine-1-carboxamide